6-[(R)-1-Acryloyl-3-(2,3-dichloro-6-fluorophenyl)-3-pyrrolidinylamino]-5-fluoro-3-methyl-3,4-dihydro-4-quinazolinone C(C=C)(=O)N1C[C@@](CC1)(C1=C(C(=CC=C1F)Cl)Cl)NC=1C(=C2C(N(C=NC2=CC1)C)=O)F